6-(2-((1H-indazol-6-yl)amino)pyrimidin-4-yl)N-(pyridazin-4-yl)-1H-indole-2-carboxamide N1N=CC2=CC=C(C=C12)NC1=NC=CC(=N1)C1=CC=C2C=C(NC2=C1)C(=O)NC1=CN=NC=C1